5-(tert-butoxycarbonyl)-4,5,6,7-tetrahydroisoxazolo[4,5-c]pyridine-3-carboxylic acid C(C)(C)(C)OC(=O)N1CC2=C(CC1)ON=C2C(=O)O